1-[5-ethylsulfonyl-6-[5-[N-methyl-S-(trifluoromethyl)sulfonimidoyl]-1,3-benzoxazol-2-yl]-3-pyridyl]cyclopropanecarbonitrile C(C)S(=O)(=O)C=1C=C(C=NC1C=1OC2=C(N1)C=C(C=C2)S(=O)(=NC)C(F)(F)F)C2(CC2)C#N